4-bromo-2-((4-chlorophenylimino)methyl)phenol BrC1=CC(=C(C=C1)O)C=NC1=CC=C(C=C1)Cl